CC=1C=C(CN)C=CC1C 3,4-dimethylbenzylamine